N-([1,1'-Biphenyl]-4-ylmethyl)-1-(4-hydroxypyridin-2-yl)-1H-pyrazole-4-carboxamide C1(=CC=C(C=C1)CNC(=O)C=1C=NN(C1)C1=NC=CC(=C1)O)C1=CC=CC=C1